BrC1=CC=C(C=C1)S(=O)(=O)C1=CC=CC=C1 1-bromo-4-(benzenesulfonyl)benzene